3-methoxybenzamide COC=1C=C(C(=O)N)C=CC1